6-Bromo-1-(6-fluoro-1-methyl-[1,2,4]triazolo[4,3-a]quinazolin-5-yl)-3,5-dihydro-2H-4,1-benzoxazepine BrC1=CC=CC2=C1COCCN2C2=NC=1N(C3=CC=CC(=C23)F)C(=NN1)C